4-bromo-2-(trifluoromethyl)thiazole-5-carboxylic acid BrC=1N=C(SC1C(=O)O)C(F)(F)F